BrC=1C=C(C=C(C1NCC(F)(F)F)N)N 6-bromo-N1-(2,2,2-trifluoroethyl)benzene-1,2,4-triamine